(methacryloyloxy) methylenebis(2,2-difluoro-3,3-dimethylbutyrate) C(CC(C(C(=O)[O-])(F)F)(C)C)CC(C(C(=O)OOC(C(=C)C)=O)(F)F)(C)C